C(N)(=O)C=1C=C(C=CC1)CNC(=O)C=1N(C(N2C1CN(CC2)C(C2=CC(=C(C=C2)Cl)Cl)=O)=O)C2=CC=C(C=C2)OC N-[(3-carbamoylphenyl)methyl]-7-(3,4-dichlorobenzoyl)-2-(4-methoxyphenyl)-3-oxo-6,8-dihydro-5H-imidazo[1,5-a]pyrazine-1-carboxamide